C(C)(C)(C)OC(=O)N1C(CC1)COC=1C(=CC(=C(C(=O)O)C1)C)F 5-((1-(tert-butoxycarbonyl)azetidin-2-yl)methoxy)-4-fluoro-2-methylbenzoic acid